2,5-Dioxopyrrolidin-1-yl 3,5-bis(2-(methylsulfonyl)pyrimidin-5-yl)benzoate CS(=O)(=O)C1=NC=C(C=N1)C=1C=C(C(=O)ON2C(CCC2=O)=O)C=C(C1)C=1C=NC(=NC1)S(=O)(=O)C